N,N,N-trimethyl-1-octadecylammonium chloride [Cl-].C[N+](C)(C)CCCCCCCCCCCCCCCCCC